C(C1=CC=CC=C1)OC(=O)N1CC2CCC(C1)N2C=2SC=1CN(CCC1N2)C(=O)OC(C)(C)C tert-butyl 2-(3-((benzyloxy)carbonyl)-3,8-diazabicyclo[3.2.1]octan-8-yl)-6,7-dihydrothiazolo[5,4-c]pyridine-5(4H)-carboxylate